C(CCC#C)C=1NC=CN1 2-(pent-4-yn-1-yl)-1H-imidazole